OC1=C(C(=O)C2=CC=C(C=C2)O)C=CC=C1 2-hydroxy-4'-hydroxybenzophenone